4-((5-ethyl-4-(1-(2-hydroxy-2-methylpropyl)-1H-pyrazol-4-yl)pyrimidin-2-yl)amino)benzenesulfonamide C(C)C=1C(=NC(=NC1)NC1=CC=C(C=C1)S(=O)(=O)N)C=1C=NN(C1)CC(C)(C)O